(S)-carnitine O[C@H](C[N+](C)(C)C)CC([O-])=O